BrC1=C(C(=O)OCC)C(=C(C(=N1)C(F)(F)F)Cl)C ethyl 2-bromo-5-chloro-4-methyl-6-(trifluoromethyl)nicotinate